1-(6-((4-chloro-2-fluorobenzyl)oxy)-3,5-difluoropyridin-2-yl)piperazine hydrochloride Cl.ClC1=CC(=C(COC2=C(C=C(C(=N2)N2CCNCC2)F)F)C=C1)F